COC(=O)C1(CCN(CC1)C(=O)OC(C)(C)C)CC#C 4-(prop-2-yn-1-yl)piperidine-1,4-dicarboxylic acid 1-tert-butyl 4-methyl ester